C1(=CC=CC=C1)COC(=O)C1=CC2=C(C(=CC=C2C=C1OCC1=CC=CC=C1)OC)Cl 3-(Phenylmethoxy)-8-chloro-7-methoxynaphthalene-2-carboxylic acid phenylmethyl ester